N-acetyl-N,N-dimethylamine C(C)(=O)N(C)C